C1(=CC=CC2=CC=CC=C12)CC(=O)[O-].[Sm+3].C1(=CC=CC2=CC=CC=C12)CC(=O)[O-].C1(=CC=CC2=CC=CC=C12)CC(=O)[O-] samarium naphthylacetate